C(C)C1(C(C(C1O)(CC)CC)O)CC 2,2,4,4-tetraethylcyclobutane-1,3-diol